1-ethyl-6-fluoro-1,3-dihydro-2H-benzo[d]imidazol-2-one C(C)N1C(NC2=C1C=C(C=C2)F)=O